(3-methoxy-4-nitrophenyl)ethan-1-ol COC=1C=C(C=CC1[N+](=O)[O-])C(C)O